antimony triphosphate [O-]P([O-])(=O)OP(=O)([O-])OP(=O)([O-])[O-].[Sb+5]